methyl 3-(2-chloro-N-(4-(trifluoromethyl) benzyl) acetamido)-2-oxo-1-phenylpyrrolidine-3-carboxylate ClCC(=O)N(CC1=CC=C(C=C1)C(F)(F)F)C1(C(N(CC1)C1=CC=CC=C1)=O)C(=O)OC